BrC1=CC=C2C(=C(C(N(C2=C1)C)=O)C#N)N1CCC(CC1)OC1=CC=C(C=C1)F 7-bromo-4-[4-(4-fluorophenoxy)piperidin-1-yl]-1-methyl-2-oxo-1,2-dihydroquinoline-3-carbonitrile